ClC1=C(C=C(OCC(=O)NC23CC(C2)(C3)NC(=O)[C@H]3COC2=C(O3)C=CC=C2)C=C1)F (2R)-N-{3-[2-(4-chloro-3-fluorophenoxy)acetamido]bicyclo[1.1.1]pent-1-yl}-2,3-dihydro-1,4-benzodioxin-2-carboxamide